N-[3-chloro-1-(3-pyridyl)pyrazol-4-yl]-N-ethyl-3-(3,3,3-trifluoropropyl-sulfinyl)propanamide ClC1=NN(C=C1N(C(CCS(=O)CCC(F)(F)F)=O)CC)C=1C=NC=CC1